tert-butyl-7-((1-amino-3-(benzyloxy)-1-oxobutan-2-yl) amino)-2-(4-methoxybenzyl)-1-oxo-2,5-diazaspiro[3.4]octane-5-carboxylate C(C)(C)(C)OC(=O)N1C2(CN(C2=O)CC2=CC=C(C=C2)OC)CC(C1)NC(C(=O)N)C(C)OCC1=CC=CC=C1